ClC=1C=NC=C(C1[C@@H](C)OC=1C=C2C(=NN(C2=CC1)C1OCCCC1)C=1C=C(C(=NC1)N1CC(C1)(C)N1CC(C1)(O)C)F)Cl [1-[5-[5-[(1R)-1-(3,5-dichloro-4-pyridinyl)ethoxy]-1-tetrahydropyran-2-yl-indazol-3-yl]-3-fluoro-2-pyridinyl]-3-methyl-azetidin-3-yl]-3-methyl-azetidin-3-ol